tert-butyl (Z)-2-(5-((3-(3,5-bis(trifluoromethyl)phenyl)-1H-1,2,4-triazol-1-yl) Methylene)-3-methyl-2,4-dioxoimidazolin-1-yl)acetate FC(C=1C=C(C=C(C1)C(F)(F)F)C1=NN(C=N1)\C=C/1\C(N(C(N1CC(=O)OC(C)(C)C)=O)C)=O)(F)F